3-[4-chloro-5-cyclopropyl-3-(trifluoromethyl)pyrazol-1-yl]-N-(2-methyl-1,3-benzoxazol-6-yl)-N-(trideuteriomethyl)benzamide ClC=1C(=NN(C1C1CC1)C=1C=C(C(=O)N(C([2H])([2H])[2H])C2=CC3=C(N=C(O3)C)C=C2)C=CC1)C(F)(F)F